4-[2-[4-[2,3-difluoro-4-(4,4,5,5-tetramethyl-1,3,2-dioxaborolan-2-yl)phenyl]-5-(trifluoromethyl)pyrazol-1-yl]ethyl]morpholine FC1=C(C=CC(=C1F)B1OC(C(O1)(C)C)(C)C)C=1C=NN(C1C(F)(F)F)CCN1CCOCC1